C(C)(C)(C)OC(=O)N1C(CCCC1)C(=O)O 1-(tert-butoxycarbonyl)piperidin-2-carboxylic acid